The molecule is a depsipeptide isolated from Jaspis splendens. It has a role as an antineoplastic agent, a marine metabolite and an animal metabolite. It is a depsipeptide, a member of indoles and an organobromine compound. C[C@H](C[C@H](C)O)/C=C(\\C)/C[C@H](C)C(=O)N[C@@H](C)C(=O)N(C)[C@H](CC1=C(NC2=CC=CC=C21)Br)C(=O)N